rac-(7S)-7-tert-butyl-N-[rac-(1R)-1-[3-[3-(dimethylamino)azetidine-1-carbonyl]phenyl]-3-(4-hydroxy-1-piperidyl)propyl]-5,6,7,8-tetrahydrothiazolo[5,4-b]quinoline-2-carboxamide C(C)(C)(C)[C@@H]1CC=2C=C3C(=NC2CC1)SC(=N3)C(=O)N[C@H](CCN3CCC(CC3)O)C3=CC(=CC=C3)C(=O)N3CC(C3)N(C)C |r|